N-(2-chloro-6-((R)-3-isopropoxypyrrolidin-1-yl)phenyl)-4-(5-((1S,2S)-2-fluorocyclopropyl)-1,2,4-oxadiazol-3-yl)-4-methylpiperidine-1-carboxamide ClC1=C(C(=CC=C1)N1C[C@@H](CC1)OC(C)C)NC(=O)N1CCC(CC1)(C)C1=NOC(=N1)[C@H]1[C@H](C1)F